BrC=1C=C(C=CC1)C(C(=O)C1=CC=C(C=N1)NC(CC1=CC=C(C=C1)S(=O)(=O)CC)=O)(C)C N-[6-[2-(3-bromophenyl)-2-methylpropionyl]-3-pyridyl]-2-(4-ethylsulfonylphenyl)acetamide